BrC1=CC(=C(CNC(=O)NC2=CC=CC=C2)C=C1)F 1-(4-Bromo-2-fluorobenzyl)-3-phenylurea